C1(CCCCC1)N1C(C(N(C=2C=NC(=NC12)NC1=CC2=C(OCCO2)C=C1C)C)=O)=O 8-cyclohexyl-5-methyl-2-((7-methyl-2,3-dihydrobenzo[b][1,4]dioxin-6-yl)amino)-5,8-dihydropteridine-6,7-dione